ClC1=CC=C(C=C1)C=1C=C(C(N(N1)C=1C=NN(C1)C)=O)C(=O)NC[C@@H](CO)O 6-(4-Chlorophenyl)-N-[(2S)-2,3-dihydroxypropyl]-2-(1-methyl-1H-pyrazol-4-yl)-3-oxo-2,3-dihydropyridazine-4-carboxamide